8-(3-(2-(dimethylamino)ethyl)phenyl)-5-(((5-fluoro-2,3-dihydrobenzofuran-4-yl)methyl)amino)imidazo[1,2-c]pyrimidine-2-carbonitrile CN(CCC=1C=C(C=CC1)C=1C=2N(C(=NC1)NCC1=C(C=CC3=C1CCO3)F)C=C(N2)C#N)C